ClC1=C(C=CC=C1)CC(=O)NC1=CC(=C2C=NN(C2=C1)CC1=CC=C(C=C1)OC)S(N)(=O)=O 2-(2-chlorophenyl)-N-(1-(4-methoxybenzyl)-4-sulfamoyl-1H-indazol-6-yl)acetamide